C(C)C=1C(=NC=C(C1)C1=C(C=C(C=C1)F)C=1C=NC(=CC1)N1CCOCC1)N ethyl-5-(4-fluoro-2-(6-morpholinopyridin-3-yl)phenyl)pyridin-2-amine